(3S,4S)-tert-butyl 3-fluoro-4-((4-fluoro-6-(6-(1,1,1-trifluoro-2-hydroxypropan-2-yl)imidazo[1,2-a]pyridin-3-yl)pyridin-2-yl)amino)pyrrolidine-1-carboxylate F[C@H]1CN(C[C@@H]1NC1=NC(=CC(=C1)F)C1=CN=C2N1C=C(C=C2)C(C(F)(F)F)(C)O)C(=O)OC(C)(C)C